BrC1=NC(=CC(=C1)OCC1CS(C1)(=O)=O)[C@]1(COCC1)OC (R)-3-(((2-bromo-6-(3-methoxytetrahydrofuran-3-yl)pyridin-4-yl)oxy)methyl)thietane 1,1-dioxide